2-Fluoroethyl 2-ethyl-2-(6-((3-(hydroxymethyl)oxetan-3-yl)methoxy)-5-(pyrrolidin-1-yl)picolinamido)butanoate C(C)C(C(=O)OCCF)(CC)NC(C1=NC(=C(C=C1)N1CCCC1)OCC1(COC1)CO)=O